2,7-dibromo-9,9-bis(N-(thiophene-2-ylmethyl)propionamido)fluorene BrC1=CC=2C(C3=CC(=CC=C3C2C=C1)Br)(N(C(CC)=O)CC=1SC=CC1)N(C(CC)=O)CC=1SC=CC1